C1(=CC=CC=C1)C1=NOCC1 3-phenyl-4,5-dihydroisoxazole